C(C1=CC=CC=C1)C1NCC=2C=CC(=NC2C1)S(=O)(=O)O 7-benzyl-5,6,7,8-tetrahydro-1,6-naphthyridine-2-sulfonic acid